COC([C@@H](NC(=O)C=1N=C(SC1)N1CCC(CC1)NC(=O)C1OCCOC1)CO[Si](C)(C)C(C)(C)C)=O.NC=1SC2=C(N1)C=CC=C2C2=NC=CC(=N2)N2C(OC=C2)=O 3-(2-(2-aminobenzo[d]thiazol-7-yl)pyrimidin-4-yl)oxazol-2-one methyl-N-(2-(4-(1,4-dioxane-2-carboxamido)piperidin-1-yl)thiazole-4-carbonyl)-O-(tert-butyldimethylsilyl)-L-serinate